C(C)(C)(C)OC(=O)C1NCC(C2=CC=C(C=C12)Br)=NS(=O)C(C)(C)C.BrC=1SC=CC1CCOCCCC 2-bromo-3-(2-butoxyethyl)thiophene Tert-butyl-7-bromo-4-((tert-butylsulfinyl)imino)-3,4-dihydroisoquinoline-1(2H)-carboxylate